BrC1=CC(=C(C(=O)NC2CC2)C(=C1)OC)O 4-bromo-N-cyclopropyl-2-hydroxy-6-methoxy-benzamide